C(#N)C1=C(C=C(C=C1)N(C(=O)C=1C=C(C2=C(N(C=N2)C=2C=CC(=NC2)NC(OC)=O)C1)C)C)F methyl N-[5-[6-[(4-cyano-3-fluoro-phenyl)-methyl-carbamoyl]-4-methyl-benzimidazol-1-yl]-2-pyridyl]carbamate